(1R,2S)-2-(3-{[6-(3-hydroxyazetidin-1-yl)-2-isopropylpyrimidin-4-yl]amino}-1H-indazol-6-yl)-5'-methoxy-1'H-spiro[cyclopropane-1,3'-indol]-2'-one OC1CN(C1)C1=CC(=NC(=N1)C(C)C)NC1=NNC2=CC(=CC=C12)[C@@H]1C[C@@]12C(NC1=CC=C(C=C21)OC)=O